C1(CCC1)OC=1SC=C(N1)C1=CC(=C(OCC2CC2)C(=C1)F)F 2-[4-(2-Cyclobutoxythiazol-4-yl)-2,6-difluorophenoxymethyl]-cyclopropan